C(C)(C)(C)OC(=O)C=1C=NC(=NC1C)C1=CC=C(C=C1)C(C)(C)C 2-(4-tert-butylphenyl)-6-methyl-pyrimidine-5-carboxylic acid tert-butyl ester